1,2,3,4-Tetrachloro-11H-isoindolo[2,1-a]benzimidazole-11-one ClC1=C2C(N3C(=NC4=C3C=CC=C4)C2=C(C(=C1Cl)Cl)Cl)=O